5-bromo-2-methylsulfanyl-4-(3-(2-nitrophenyl)-1H-pyrazol-1-yl)pyrimidine BrC=1C(=NC(=NC1)SC)N1N=C(C=C1)C1=C(C=CC=C1)[N+](=O)[O-]